N-(2-((1S,3S,5S)-3-Cyano-2-azabicyclo[3.1.0]hexan-2-yl)-2-oxoethyl)-6-(1-methylcyclopropyl)quinoline-4-carboxamide C(#N)[C@H]1N([C@H]2C[C@H]2C1)C(CNC(=O)C1=CC=NC2=CC=C(C=C12)C1(CC1)C)=O